C(C)(C)(C)OC(=O)N1C[C@H](OC[C@@H](C1)OC([2H])([2H])[2H])C(=O)O (2S,6R)-4-(tert-butoxycarbonyl)-6-(methoxy-d3)-1,4-oxazepane-2-carboxylic acid